5-{7-[(2-cyclohexylethyl)amino]-1-fluoro-3-hydroxy-5,6,7,8-tetrahydronaphthalen-2-yl}-1λ6,2,5-thiadiazolidine-1,1,3-trione C1(CCCCC1)CCNC1CCC=2C=C(C(=C(C2C1)F)N1CC(NS1(=O)=O)=O)O